C(CC)C=1SC(=CN1)OCCCOC1=CC2=C(C=C1)C1(CCNCC1)CO2 6-{3-[(2-propyl-1,3-thiazol-5-yl)oxy]propoxy}-2H-spiro[1-benzofuran-3,4'-piperidine]